N-(3-bromophenyl)-9-(4-(tert-butyl)pyridin-2-yl)-9H-carbazol-2-amine BrC=1C=C(C=CC1)NC1=CC=2N(C3=CC=CC=C3C2C=C1)C1=NC=CC(=C1)C(C)(C)C